5'-(tert-butylamino)-N-(1-methyl-3-(pyridin-2-yl)-1H-pyrazol-4-yl)-[2,3'-bipyridine]-6-carboxamide C(C)(C)(C)NC=1C=C(C=NC1)C1=NC(=CC=C1)C(=O)NC=1C(=NN(C1)C)C1=NC=CC=C1